N-(1,3-benzothiazol-2-yl)-3-(2-methoxyphenyl)pyridine-4-carboxamide S1C(=NC2=C1C=CC=C2)NC(=O)C2=C(C=NC=C2)C2=C(C=CC=C2)OC